C(CCCCCCCCC(=O)O)(=O)O.C(CCCC)(O)O pentane-diol sebacate